NC1=NC(=C(C(=C1C#N)C1=CC=C(C=C1)OCCF)C#N)SCC=1C=NC=CC1 2-Amino-4-(4-(2-fluoroethoxy)phenyl)-6-((pyridin-3-ylmethyl)thio)pyridine-3,5-dicarbonitrile